N-(4-(2-(((1r,4r)-4-aminocyclohexyl)amino)-quinazolin-6-yl)-2,3-difluoro-phenyl)-2-chloro-benzenesulfonamide NC1CCC(CC1)NC1=NC2=CC=C(C=C2C=N1)C1=C(C(=C(C=C1)NS(=O)(=O)C1=C(C=CC=C1)Cl)F)F